ClC=1C(=NC(=NC1)NC1CCOCC1)C=1C=C2C(N(C(C2=CC1)CCNC)CC(=O)N[C@H](C)C1=CC(=CC=C1)OC)=O 2-(5-{5-chloro-2-[(oxan-4-yl)amino]pyrimidin-4-yl}-1-[2-(methylamino)ethyl]-3-oxo-2,3-dihydro-1H-isoindol-2-yl)-N-[(1R)-1-(3-methoxyphenyl)ethyl]acetamide